CC1=CC=C(CS(=O)(=O)C2=CC=C(C=O)C=C2)C=C1 4-((4-methylbenzyl)sulfonyl)benzaldehyde